FC(C)(F)C1CCC(CC1)C(=O)N1C[C@@H](C([C@@H](C1)OCC1=CC=CC=C1)OCC1=CC=CC=C1)OCC1=CC=CC=C1 ((1r,4R)-4-(1,1-difluoroethyl)cyclohexyl)((3S,4R,5R)-3,4,5-tris(benzyloxy)piperidin-1-yl)methanone